NC1=NC=C2NC=NC2=N1 2-Aminopurin